CC=1C=C2CC(C3(C2=CC1)NC1=C(OC3=O)C=CC=C1)C(CC)=O 5'-methyl-2'-propionyl-2',3'-dihydro-2H,4H-spiro[benzo[b][1,4]oxazin-3,1'-indene]-2-one